[I-].FC1=C(C=CC(=C1F)OC)C1=CN=C(N1C)C(=O)NC1=CC(=C(C(=O)NCCOCC[N+](C)(C)C)C=C1)CC 2-(2-(4-(5-(2,3-difluoro-4-methoxyphenyl)-1-methyl-1H-imidazole-2-carboxamido)-2-ethylbenzamido)ethoxy)-N,N,N-trimethylethan-1-aminium iodide